N-methyl-tert-butyl-glycine CN(CC(=O)O)C(C)(C)C